(S)-(2-chloro-4-methyl-6-(trifluoromethyl)pyridin-3-yl)(3-(isopropylamino)pyrrolidin-1-yl)methanone ClC1=NC(=CC(=C1C(=O)N1C[C@H](CC1)NC(C)C)C)C(F)(F)F